ClC1=C(OCCCOCC(=O)O)C=CC=C1C=1N(C2=NC=NC(=C2N1)OC1(CC1)C)CC1=CC(=CC=C1)Cl 2-(3-(2-chloro-3-(9-(3-chlorobenzyl)-6-(1-methylcyclopropoxy)-9H-purin-8-yl)phenoxy)propoxy)acetic acid